((S)-1-(2-chloro-5-(((S)-1-cyclopropylethyl) carbamoyl)-3-(3,5-difluorophenyl) pyridin-4-yl)-3-methylpyrrolidin-3-yl) carbamate C(N)(O[C@@]1(CN(CC1)C1=C(C(=NC=C1C(N[C@@H](C)C1CC1)=O)Cl)C1=CC(=CC(=C1)F)F)C)=O